C(C)(C)(C)C(C(=O)[O-])(C(=O)[O-])C1CCCCC1.[Ba+2] barium 2-(tert-butyl)-2-cyclohexylmalonate